6-Chloro-N-((3-phenylpyrrolidin-3-yl)methyl)-2-(trifluoromethyl)quinolin-4-amine ClC=1C=C2C(=CC(=NC2=CC1)C(F)(F)F)NCC1(CNCC1)C1=CC=CC=C1